ethyl (6S)-6-[4-(5-chloro-2-tetrahydropyran-4-yl-3-pyridyl)piperazin-1-yl]-2-azaspiro[3.4]octane-2-carboxylate ClC=1C=C(C(=NC1)C1CCOCC1)N1CCN(CC1)[C@@H]1CC2(CN(C2)C(=O)OCC)CC1